N-[1,1'-biphenyl]-4-yl-4'-bromo-N-phenyl-[1,1'-biphenyl]-4-amine C1(=CC=C(C=C1)N(C1=CC=C(C=C1)C1=CC=C(C=C1)Br)C1=CC=CC=C1)C1=CC=CC=C1